C(#N)C1=CC=C(CCN[C@H](C(=O)NC2=NC=C(C=C2)N2CCC(CC2)OC)C2=CC=CC=C2)C=C1 |r| (S)- and (R)-2-((4-cyanophenethyl)amino)-N-(5-(4-methoxypiperidin-1-yl)pyridin-2-yl)-2-phenylacetamide